1-(9Z,12Z-heptadecadienoyl)-2-(5Z,8Z,11Z,14Z-eicosatetraenoyl)-glycero-3-phosphoserine CCCCC/C=C\C/C=C\C/C=C\C/C=C\CCCC(=O)O[C@H](COC(=O)CCCCCCC/C=C\C/C=C\CCCC)COP(=O)(O)OC[C@@H](C(=O)O)N